C(C)N1CCC(CC1)CN1C(=NC2=C1CNC2)C=2C=C1C=NNC1=CC2 5-(((1-Ethylpiperidin-4-yl)methyl)-1,4,5,6-Tetrahydropyrrolo[3,4-d]imidazol-2-yl)-1H-Indazol